ONC(C[C@H](C(=O)N1CC2(CC2)C[C@H]1C(=O)NC=1N=NC=CC1)CCCC)=O (S)-5-((R)-2-(2-(hydroxyamino)-2-oxoethyl)hexanoyl)-N-(pyridazin-3-yl)-5-azaspiro[2.4]heptane-6-amide